COC1=CC(=CC2=C1C=C(O2)C(=O)NN)OC 4,6-Dimethoxybenzofuran-2-carbohydrazide